ClC=1C=C2C=C(NC2=CC1OCC=1N=CSC1)CNC([C@H](C)O)=O (S)-N-((5-chloro-6-(thiazol-4-ylmethoxy)-1H-indol-2-yl)methyl)-2-hydroxypropanamide